4-((1-(4-(3-Cyclopropyl-5H-imidazo[1,2-c]pyrido[3,4-e][1,3]oxazin-2-yl)benzyl)piperidin-4-yl)amino)pyrimidine-2-carbonitrile C1(CC1)C1=C(N=C2N1COC1=C2C=NC=C1)C1=CC=C(CN2CCC(CC2)NC2=NC(=NC=C2)C#N)C=C1